CC(C)OC=1C=CC=CC1 3-(propan-2-yloxy)benzene